3-[(3-methoxypropyl)amino]cyclohex-2-en COCCCNC1=CCCCC1